3-[4-(1-methyl-1H-pyrazol-5-yl)phenyl]-5-(trifluoromethyl)-4,5-dihydro-1,2-oxazol-5-ol CN1N=CC=C1C1=CC=C(C=C1)C1=NOC(C1)(O)C(F)(F)F